C(C)(C)(C)OC(=O)N1[C@@H](C[NH2+]CC1)C (3R)-4-(tert-Butoxycarbonyl)-3-methylpiperazin-1-ium